CC1(CCC1)C=1N=NNC1 4-(1-methylcyclobutyl)-1H-1,2,3-triazol